C1(=CC=C(C=C1)C1=C(C(C(=O)O)=CC=C1C(=O)O)C(=O)O)C1=C(C(C(=O)O)=CC=C1C(=O)O)C(=O)O p-phenylene-bis(trimellitic acid)